C(C1=CC=CC=C1)O[C@@H]1CC[C@H](NC1)C(=O)N (2S,5R)-5-benzyloxypiperidine-2-carboxamide